8-(3-chloro-2-methylphenyl)-9-(4-((1-(3,3-difluoropropyl)azetidin-3-ylidene)methyl)phenyl)-6,7-dihydro-5H-benzo[7]annulene-3-carboxylic acid ClC=1C(=C(C=CC1)C=1CCCC2=C(C1C1=CC=C(C=C1)C=C1CN(C1)CCC(F)F)C=CC(=C2)C(=O)O)C